C(C)(C)(C)C=1C=CC(=C(C1)C1=C(C=C(C=C1)C1=CC=C(C=C1)[Si](C)(C)C)N)C 4-(5-(tert-butyl)-2-methylphenyl)-4'-(trimethylsilyl)-[1,1'-biphenyl]-3-amine